ClC=1C=C(C=CC1)C(C(=O)N1[C@H]2CC([C@@H]([C@@H]1C(=O)N[C@@H](C[C@H]1C(NCC1)=O)C(CF)=O)CC2)(F)F)(F)F (1R,3R,4R)-2-(2-(3-chlorophenyl)-2,2-difluoroacetyl)-5,5-difluoro-N-((S)-4-fluoro-3-oxo-1-((S)-2-oxopyrrolidin-3-yl)butan-2-yl)-2-azabicyclo[2.2.2]octane-3-carboxamide